OC1(CCC(CC1)NC(=O)C1C[C@H]2CC[C@@H](C1)N2C(=O)OC(C)(C)C)C(F)(F)F tert-butyl (1R,3S,5S)-3-[[(1r,4r)-4-hydroxy-4-(trifluoromethyl)cyclohexyl]carbamoyl]-8-azabicyclo[3.2.1]octane-8-carboxylate